(1R,3R)-(3-AMINOCYCLOPENTYL)-ACETIC ACID N[C@H]1C[C@@H](CC1)CC(=O)O